COC=1C=C(C(=O)N)C=CC1NCC#CC=1N(C2=CC=CC(=C2C1)NC(=O)NC1CCN(CC1)C)CC(F)(F)F 3-methoxy-4-((3-(4-(3-(1-methylpiperidin-4-yl)ureido)-1-(2,2,2-trifluoroethyl)-1H-indol-2-yl)prop-2-yn-1-yl)amino)benzamide